CN1C(N(C2=C1C(=C(C=C2)C)N2CCC(CC2)NC)C2CNCCC2)=O 3-[3,5-dimethyl-4-[4-(methylamino)-1-piperidinyl]-2-oxo-benzimidazol-1-yl]Piperidine